benzyl (2R)-3-(2,3,3a,7a-tetrahydro-1H-inden-2-ylcarbamoylamino)-2-[[2,6-dichloro-4-(3-phenylazetidin-1-yl)benzoyl]amino]propanoate C1C(CC2C=CC=CC12)NC(=O)NC[C@H](C(=O)OCC1=CC=CC=C1)NC(C1=C(C=C(C=C1Cl)N1CC(C1)C1=CC=CC=C1)Cl)=O